BrC=1C(=CN(C(C1)=O)C)C=1C=C(CN2CCN(CC2)C(=O)OC(C)(C)C)C=CC1 tert-butyl 4-(3-(4-bromo-1-methyl-6-oxo-1,6-dihydropyridin-3-yl)benzyl)piperazine-1-carboxylate